(1-propenyl)-toluene C(=CC)CC1=CC=CC=C1